CCC(CC)NC(=O)C1=CN=C(O1)C=1C=C(C=CC1)C=1N=C(N(C1)COCC[Si](C)(C)C)C(=O)OCC ethyl 4-(3-(5-(pentan-3-ylcarbamoyl) oxazol-2-yl) phenyl)-1-((2-(trimethylsilyl) ethoxy) methyl)-1H-imidazole-2-carboxylate